N12CCN(C(CC1)C2)C2=NC=C(C=N2)OC2=NC(=CC(=C2)CN2CCC(CC2)CC(=O)O)C2=CC(=CC(=C2)Cl)Cl 2-(1-((2-((2-(1,4-diaza-bicyclo[3.2.1]octan-4-yl)pyrimidin-5-yl)oxy)-6-(3,5-dichlorophenyl)pyridin-4-yl)methyl)piperidin-4-yl)acetic acid